O1CCN(CC1)C=1C=C(C=C(C1)S(=O)(=O)[C@H]1COCC1)C=1C(=CC(=NC1)N)C(F)(F)F (R)-5-(3-morpholino-5-((tetrahydrofuran-3-yl)sulfonyl)phenyl)-4-(trifluoromethyl)pyridin-2-amine